4-hydroxy-2,2,6,6-Tetramethylpiperidin 1-oxylbenzoate OC1(C(=O)O)CC=CC=C1.OC1CC(NC(C1)(C)C)(C)C